C1(=CC=CC=C1)C1=NN2C(SC1)=NN=C2C2=CC=NC=C2 6-phenyl-3-(pyridine-4-yl)-7H-[1,2,4]triazolo[3,4-b][1,3,4]thiadiazine